(R)-2-(2-Hydroxypropan-2-yl)-N'-((3-methyl-2-(trifluoromethyl)-6,7-dihydro-5H-cyclopenta[b]pyridin-4-yl)carbamoyl)thiazole-5-sulfonimidamide OC(C)(C)C=1SC(=CN1)[S@@](=O)(N)=NC(NC1=C2C(=NC(=C1C)C(F)(F)F)CCC2)=O